bis(tetracyclopropyl-λ5-bismuthanyl)amine C1(CC1)[Bi](C1CC1)(C1CC1)(C1CC1)N[Bi](C1CC1)(C1CC1)(C1CC1)C1CC1